NC=1C=C(C=C(C1)C(F)(F)F)[C@@H](C)NC1=NC(=NC2=CC3=C(C=C12)N(CC3)C=3C=CC(N(C3)C)=O)C (R)-5-[4-({1-[3-amino-5-(trifluoromethyl)phenyl]ethyl}amino)-2-methyl-7,8-dihydro-6H-pyrrolo[2,3-g]quinazolin-6-yl]-1-methylpyridin-2(1H)-one